3,5-di-tert-butyl-benzaldehyde C(C)(C)(C)C=1C=C(C=O)C=C(C1)C(C)(C)C